C1(CCCCC1)CCCC1=CC2=C(S1)C1=CC=3C=CC4=C(SC(=C4)CCCCC)C3C=C1C=C2 2-(3-cyclohexylpropyl)-8-pentylanthra[1,2-b:5,6-b']dithiophene